C1(CC1)C(C)N[C@H]1CN(CCC1)C=1N=NC(=CC1)CN1N=NC(=C1)C1=C2C=NNC2=CC(=C1)OC (3R)-N-(1-cyclopropylethyl)-1-[6-[[4-(6-methoxy-1H-indazol-4-yl)triazol-1-yl]methyl]pyridazin-3-yl]piperidin-3-amine